NC1=NC(=NC=C1C(F)(F)F)C=1C=C2C=CN(C(C2=CC1F)=O)CC1=CC(=CC=C1)NC=1C=NNC(C1C(F)(F)F)=O 6-(4-amino-5-(trifluoromethyl)pyrimidin-2-yl)-7-fluoro-2-(3-((6-oxo-5-(trifluoromethyl)-1,6-dihydropyridazin-4-yl)amino)benzyl)isoquinolin-1(2H)-one